2-methyl-5-oxo-1-(pyridin-4-yl)pyrrolidine-2-carboxylic acid methyl ester COC(=O)C1(N(C(CC1)=O)C1=CC=NC=C1)C